(S)-2-amino-6-(3-(1-(1-bromo-2-oxo-6,9,12,15,18,21,24,27,30,33,36-undecaoxa-3-azaoctatriacontan-38-yl)-1H-1,2,3-triazol-4-yl)propanamido)hexanoic acid N[C@H](C(=O)O)CCCCNC(CCC=1N=NN(C1)CCOCCOCCOCCOCCOCCOCCOCCOCCOCCOCCOCCNC(CBr)=O)=O